(1R,3S)-3-(3-amino-1H-pyrazol-5-yl)cyclopentyl 2-methyltetrahydropyridazine-1(2H)-carboxylate CN1N(CCCC1)C(=O)O[C@H]1C[C@H](CC1)C1=CC(=NN1)N